CN(S(=O)(=O)C)C1=NC=CC=C1CNC1=NC(=NC=C1C(F)(F)F)NC1=CC(=CC=C1)C(=O)N1[C@H](COCC1)C N-methyl-N-{3-[({2-[(3-{[(3S)-3-methylmorpholin-4-yl]carbonyl}phenyl)amino]-5-(trifluoromethyl)pyrimidin-4-yl}amino)methyl]pyridin-2-yl}methanesulfonamide